(2,4,6-triisopropylphenyl)-pyridine-2,3-diamine C(C)(C)C1=C(C(=CC(=C1)C(C)C)C(C)C)C1=C(C(=NC=C1)N)N